[Na].COC1=CC=C(C=C1)C=CO para-methoxy-phenyl-vinyl alcohol sodium salt